N-(4-(methylamino)-2-oxo-1-phenyl-7-(trifluoromethyl)-1,2-dihydro-1,8-naphthyridin-3-yl)acetamide 4-(3,4-dichloro-2-fluorophenylamino)-7-methoxyquinazolin-6-yl-acetate ClC=1C(=C(C=CC1Cl)NC1=NC=NC2=CC(=C(C=C12)CC(=O)O)OC)F.CNC1=C(C(N(C2=NC(=CC=C12)C(F)(F)F)C1=CC=CC=C1)=O)NC(C)=O